2-bromo-1-phenylbutan-1-one BrC(C(=O)C1=CC=CC=C1)CC